cyclopropyl-5-(5-(2-(dimethylamino)ethyl)-4H-1,2,4-triazol-3-yl)-2-methylbenzoic acid C1(CC1)C=1C(=C(C(=O)O)C=C(C1)C1=NN=C(N1)CCN(C)C)C